(S)-5-((((3'-chloro-2'-(2-chloro-3-((6-(((2-hydroxyethyl)amino)methyl)-3-methoxypyridin-2-yl)amino)phenyl)-6-methoxy-[2,4'-bipyridin]-5-yl)methyl)amino)methyl)pyrrolidin-2-one ClC=1C(=NC=CC1C1=NC(=C(C=C1)CNC[C@@H]1CCC(N1)=O)OC)C1=C(C(=CC=C1)NC1=NC(=CC=C1OC)CNCCO)Cl